2-fluoro-5-(N-tert-butoxycarbonyl-piperidin-4-yl)phenol FC1=C(C=C(C=C1)C1CCN(CC1)C(=O)OC(C)(C)C)O